3-methyl-N'-[4-[5-(trifluoromethyl)-1,2,4-oxadiazol-3-yl]benzoyl]thiophene-2-carbohydrazide CC1=C(SC=C1)C(=O)NNC(C1=CC=C(C=C1)C1=NOC(=N1)C(F)(F)F)=O